OC=1C=C(C=CC1OC)CCC=O 3-hydroxy-4-methoxybenzenepropionaldehyde